OCC=1C(=C(C=C(C1)CO)C=O)O 3,5-bis(hydroxymethyl)-2-hydroxybenzene-1-carbaldehyde